C(C1=CC=CC=C1)N1N=C(C(=C1)F)C(=O)N[C@H]1CCC=2C(N(C1=O)C)=CN(N2)C (S)-1-benzyl-N-(2,4-dimethyl-5-oxo-2,4,5,6,7,8-hexahydropyrazolo[4,3-B]azepin-6-yl)-4-fluoro-1H-pyrazole-3-carboxamide